1-Bromo-5-(2-methylpyridin-3-yl)-7-(trifluoromethyl)imidazo[1,2-a]Quinoxaline-4(5H)-on BrC1=CN=C2N1C1=CC=C(C=C1N(C2=O)C=2C(=NC=CC2)C)C(F)(F)F